((3-(2-(4-Chlorophenyl)acetamido)-5-(trifluoromethyl)phenyl)carbamoyl)(3-(4-(2-methoxy-4-methylpyrimidin-5-yl)benzyl)-1,2,3-oxadiazol-3-ium-5-yl)amide ClC1=CC=C(C=C1)CC(=O)NC=1C=C(C=C(C1)C(F)(F)F)NC(=O)[N-]C1=C[N+](=NO1)CC1=CC=C(C=C1)C=1C(=NC(=NC1)OC)C